(4-Chloro-6-fluoro-3-pyridyl)methanol ClC1=C(C=NC(=C1)F)CO